BrC1=C2CCN(CC2=CC(=C1)NC=1N=NC(=C(N1)NC1=C(C=CC=C1)C1OCCC1)C(=O)N)C ((5-bromo-2-methyl-1,2,3,4-tetrahydroisoquinolin-7-yl)amino)-5-((2-(tetrahydrofuran-2-yl)phenyl)amino)-1,2,4-triazine-6-carboxamide